ClC=1C(=C(C(=CC1)OC)C=1C=CC(=[N+](C1)[O-])[C@@H](C(=O)NC1=CC=C(C(=O)O)C=C1)CC1CC1)F |o1:16| (S)- or (R)-4-((2-[5-(3-chloro-2-fluoro-6-methoxyphenyl)-1-oxidopyridin-2-yl]-3-cyclopropylpropanoyl)amino)benzoic acid